1-(3-(5-(7-fluoro-1H-indol-3-yl)-3-methylpyrazin-2-yloxy)pyrrolidin-1-yl)ethanone FC=1C=CC=C2C(=CNC12)C=1N=C(C(=NC1)OC1CN(CC1)C(C)=O)C